C(C)(C)(C)OC(=O)N1CC(C1)C=1C=CC=2N(C1)C(=CN2)N2N=CC(=C2)C2=C(C=C(C(=C2)C(NC2CC2)=O)F)C 3-{3-[4-(5-cyclopropylcarbamoyl-4-fluoro-2-methyl-phenyl)-pyrazol-1-yl]-imidazo[1,2-a]pyridin-6-yl}-azetidine-1-carboxylic acid tert-butyl ester